C(=O)(O)CN1C=[N+](C2=C1C=CC=C2)CC(=O)O 1,3-bis(carboxymethyl)-1H-benzo[d]imidazol-3-ium